tert-Butyl 2-(3-(tert-butyl)phenyl)-7-azaspiro[3.5]nonane-7-carboxylate C(C)(C)(C)C=1C=C(C=CC1)C1CC2(C1)CCN(CC2)C(=O)OC(C)(C)C